NC=1C(=NC(=CN1)C1=NC=CC=C1C(F)(F)F)C(=O)NC1=NC=CC=C1N1CCC(CC1)(COC(F)F)N 3-amino-N-(3-(4-amino-4-((difluoromethoxy)methyl)piperidin-1-yl)pyridin-2-yl)-6-(3-(trifluoromethyl)pyridin-2-yl)pyrazine-2-carboxamide